C(=O)(OC(C)(C)C)NCCOCCOCC(=O)O 8-(Boc-amino)-3,6-dioxaoctanoic acid